4-(2-(4-(6-acetyl-3-chloro-2-fluorophenyl)-5-methoxy-2-oxopyridin-1(2H)-yl)-3-cyclopropylpropionylamino)benzoic acid C(C)(=O)C1=CC=C(C(=C1C1=CC(N(C=C1OC)C(C(=O)NC1=CC=C(C(=O)O)C=C1)CC1CC1)=O)F)Cl